Cl.CS(=O)(=O)O[C@H]1C[C@H](NC1)C(=O)OC methyl (2S,4S)-4-((methylsulfonyl)oxy)pyrrolidine-2-carboxylate hydrochloride